5-cholestene-3,25-diol CC(C)(CCC[C@@H](C)[C@H]1CC[C@H]2[C@@H]3CC=C4CC(CC[C@]4(C)[C@H]3CC[C@]12C)O)O